(R)-N3-(1-(3-bromonaphthalen-1-yl)ethyl)-4-cyano-N1-(pent-4-en-1-yl)isophthalamide BrC=1C=C(C2=CC=CC=C2C1)[C@@H](C)NC(C=1C=C(C(=O)NCCCC=C)C=CC1C#N)=O